((6-(difluoromethoxy)-2-(2,2'-dimethyl-3'-(6-((((5-oxopyrrolidin-2-yl)methyl)amino)methyl)oxazolo[5,4-b]pyridin-2-yl)-[1,1'-biphenyl]-3-yl)benzo[d]oxazol-5-yl)methyl)-L-proline FC(OC1=CC2=C(N=C(O2)C=2C(=C(C=CC2)C2=C(C(=CC=C2)C=2OC3=NC=C(C=C3N2)CNCC2NC(CC2)=O)C)C)C=C1CN1[C@@H](CCC1)C(=O)O)F